2-(2,6-dimethyl-3-oxo-2,3-dihydropyridazin-4-yl)propionic acid CN1N=C(C=C(C1=O)C(C(=O)O)C)C